3-Ethyl-5-[2-(7-ethyl-quinoline-8-sulfonylamino)-phenylethynyl]-pyridine-2-carboxylic acid C(C)C=1C(=NC=C(C1)C#CC1=C(C=CC=C1)NS(=O)(=O)C=1C(=CC=C2C=CC=NC12)CC)C(=O)O